NC1=NC=CC(=C1)C[C@@H]1[C@H](N(C1=O)C(=O)N[C@@H](CC)C1=CC(=CC=C1)F)C(=O)N(C)C=1N(C=CN1)C (2S,3R)-3-((2-aminopyridin-4-yl)methyl)-N2-(1-methyl-1H-imidazol-2-yl)-N1-((S)-1-(3-fluorophenyl)propyl)-N2-methyl-4-oxoazetidine-1,2-dicarboxamide